COC=1C=C(C=CC1OC)C1=CC=2C=NC(=CC2N1C)C1CCN(CC1)CC=1C=NC(=CC1)C 2-(3,4-dimethoxyphenyl)-1-methyl-6-(1-((6-methylpyridin-3-yl)methyl)piperidin-4-yl)-1H-pyrrolo[3,2-c]pyridine